CC1=CC=C(C=C1)S(=O)(=O)O[C@@H]1[C@H](C[C@@H]2CO[C@H]1O2)OCC2=CC=CC=C2 (1R,3S,4R,5S)-3-(benzyloxy)-6,8-dioxabicyclo[3.2.1]octan-4-yl 4-methylbenzenesulfonate